BrC1=CC2=C(N(C([C@H](O2)C)=O)[C@@H](C)C2=NC(=CC=C2)OC(F)(F)F)C=C1 (2R)-7-bromo-2-methyl-4-[(1S)-1-[6-(trifluoromethoxy)pyridin-2-yl]ethyl]-2H-1,4-benzoxazin-3-one